2,8-dimethyl-8-(trifluoromethyl)-7,8-dihydro-6H-pyrazolo[1,5-a]pyrrolo[2,3-e]pyrimidine-6-carboxamide CC1=NN2C(N=CC3=C2C(CN3C(=O)N)(C(F)(F)F)C)=C1